BrC=1C2=CC=C3C=C(C=NC3=C2N=CC1)Cl 7-bromo-3-chloro-1,10-phenanthroline